FC(C(=O)NCCCC(C)O)(C(C(C(C(C(F)(F)F)(F)F)(F)F)(F)F)(F)F)F 2,2,3,3,4,4,5,5,6,6,7,7,7-Tridecafluoro-N-(4-hydroxypentyl)heptanamide